diisopropenylbiphenyl-One C(=C)(C)C=1C(C(C(=CC1)C1=CC=CC=C1)=O)C(=C)C